ethyl 2-(2-(4-(2-(2-(((5s,8s)-4-hydroxy-3-mesityl-2-oxo-1-oxaspiro[4.5]dec-3-en-8-yl)oxy)ethoxy)ethyl)piperazin-1-yl)ethoxy)acetate OC1=C(C(OC12CCC(CC2)OCCOCCN2CCN(CC2)CCOCC(=O)OCC)=O)C2=C(C=C(C=C2C)C)C